BrC1=CC=2N(C3=CC=CC=C3C2C=C1)C1=NC=CC(=C1)C 2-bromo-9-(4-methylpyridin-2-yl)carbazole